4-α-hydroxyisopropylphenyl benzoate C(C1=CC=CC=C1)(=O)OC1=CC=C(C=C1)C(C)(C)O